O(S(=O)(=O)C(F)(F)F)C1=NN(C(C2=CC=CC=C12)=O)C1=CC=C(C=C1)Cl 3-(4-Chlorophenyl)-4-oxo-3,4-dihydro-phthalazin-1-yl triflate